FC1=C(OC2=C(C=C(C=C2)S(=O)(=O)CC)C2=CN(C(C=3N2C=NC3)=O)C)C=CC(=C1)F 5-[2-(2,4-difluorophenoxy)-5-ethylsulfonylphenyl]-7-methylimidazo[1,5-a]pyrazin-8-one